N-Cyclopentyl-2-(3,4-difluoro-5-hydroxyphenyl)benzo[d]oxazole-5-carboxamide C1(CCCC1)NC(=O)C=1C=CC2=C(N=C(O2)C2=CC(=C(C(=C2)O)F)F)C1